COC(\C=C\C1=CN=CN1C(C1=CC=CC=C1)(C1=CC=CC=C1)C1=CC=CC=C1)=O (2E)-3-[1-(triphenylmethyl)-1H-imidazol-5-yl]prop-2-enoic acid methyl ester